17-eicosatetraenoic acid CC/C=C/CCCCCCC/C=C/C=C/C=C/CCC(=O)O